OC1=NC2=CC(=CC=C2C=C1C(=O)O)C(=C)C 2-hydroxy-7-(prop-1-en-2-yl)quinoline-3-carboxylic acid